4-((1H-pyrazol-1-yl)methyl)-3-methoxy-N-((2-(pyridin-2-ylmethoxy)phenyl)sulfonyl)benzamide N1(N=CC=C1)CC1=C(C=C(C(=O)NS(=O)(=O)C2=C(C=CC=C2)OCC2=NC=CC=C2)C=C1)OC